n-triacontene C=CCCCCCCCCCCCCCCCCCCCCCCCCCCCC